2,4,5-trifluoro-phenylalanine FC1=C(C[C@H](N)C(=O)O)C=C(C(=C1)F)F